6-(4-methoxybenzyl)-3-(3-chlorobenzyl)-2,3,4,6-tetrahydropyrido[3,4-c][1,8]naphthyridine COC1=CC=C(CN2C=C3C(C=4C=CC=NC24)=CCN(C3)CC3=CC(=CC=C3)Cl)C=C1